triethoxyalanin C(C)OC([C@H](N)C(=O)O)(OCC)OCC